(2R,3S,4S,5S,6R)-2-(aminomethyl)-6-phenoxytetrahydro-2H-pyran-3,4,5-triol NC[C@H]1O[C@@H]([C@H]([C@H]([C@@H]1O)O)O)OC1=CC=CC=C1